1-Hexanal C(CCCCC)=O